Tert-butyl (2S,4S)-4-phenyl-2-(3-(5-phenylpentyl)-1,2,4-oxadiazol-5-yl)pyrrolidine-1-carboxylate C1(=CC=CC=C1)[C@@H]1C[C@H](N(C1)C(=O)OC(C)(C)C)C1=NC(=NO1)CCCCCC1=CC=CC=C1